S1C=NC(=C1)C1=NSC(=C1)C(=O)N 3-(thiazol-4-yl)isothiazole-5-carboxamide